ClC=1C=C2[C@@H](CN(CC2=C(C1)Cl)C)C=1C=C(C=CC1)S(=O)(=O)NCCOCCOCCOCCNC([C@@H]([C@H](C(=O)NCCOCCOCCOCCNS(=O)(=O)C1=CC(=CC=C1)[C@@H]1CN(CC2=C(C=C(C=C12)Cl)Cl)C)O)O)=O |o1:4,62| (2R,3R)-N1,N4-bis(2-(2-(2-(2-(3-((S or R)-6,8-dichloro-2-methyl-1,2,3,4-tetrahydroisoquinolin-4-yl)phenylsulfonamido)ethoxy)ethoxy)ethoxy)ethyl)-2,3-dihydroxysuccinamide